O[C@](CC[C@@H](C)[C@H]1CC[C@H]2[C@@H]3CC=C4C[C@H](CC[C@@]4([C@H]3CC[C@]12C)C)O)(C=C)C(F)(F)F (3S,8S,9S,10R,13R,14S,17R)-17-((2R,5R)-5-hydroxy-5-(trifluoromethyl)hept-6-en-2-yl)-10,13-dimethyl-2,3,4,7,8,9,10,11,12,13,14,15,16,17-tetradecahydro-1H-cyclopenta[a]phenanthren-3-ol